C(C)(C)(C)OC(=O)NCCOCCOCCOCC(=O)O 2-[2-[2-[2-(tert-butoxycarbonylamino)ethoxy]ethoxy]ethoxy]acetic acid